OC(C)C1=C(OC2=CC=C(C=C2C1=O)C)C1=CC2=CN(N=C2C=C1)C (1-hydroxyethyl)-6-methyl-2-(2-methylindazol-5-yl)chromen-4-one